COC(=O)C1=C(C=2C(=NC=CC2NC2=C(C=C(C=C2)OC2=C(C=CC=C2)O[Si](C)(C)C(C)(C)C)C)S1)N amino-4-((4-(2-((tert-butyldimethylsilyl)oxy)phenoxy)-2-methylphenyl)Amino)thieno[2,3-b]Pyridine-2-carboxylic acid methyl ester